bis[4-(2-acryloyloxyethoxy)phenyl]fluorene C(C=C)(=O)OCCOC1=CC=C(C=C1)C1=C(C=2CC3=CC=CC=C3C2C=C1)C1=CC=C(C=C1)OCCOC(C=C)=O